C1(CCC(N1C(C(=O)[O-])CCCCNC(CI)=O)=O)=O succinimidyl-6-((iodoacetyl)amino)hexanoate